O=C1C=CC(=CN1C(F)(F)F)C=O 6-oxo-1-(trifluoromethyl)pyridine-3-carbaldehyde